C(C)(C)(C)OC(=O)N1CCC(CC1)CNC1=NC=C(C(=N1)C1=CC=C(C=C1)C#N)Cl tert-butyl-4-({[5-chloro-4-(4-cyanophenyl)pyrimidin-2-yl] amino}methyl)piperidine-1-carboxylate